FC1CN(CC12CN(C2)C2=NC(=CC1=C2N=C(N=C1)NC1CCN(CC1)S(=O)(=O)C)C)C 8-(8-fluoro-6-methyl-2,6-diazaspiro[3.4]octan-2-yl)-6-methyl-N-(1-(methylsulfonyl)piperidin-4-yl)pyrido[3,4-d]pyrimidin-2-amine